ClC=1C=C(C(=NC1)C)S(=O)(=O)NC=1C(=C(C(=CC1)F)C=1N=CC=2N(C1F)C=NC2C(=O)NC)F 6-[3-(5-chloro-2-methylpyridine-3-sulfonamido)-2,6-difluorophenyl]-5-fluoro-N-methylimidazo[1,5-a]pyrazine-1-carboxamide